6-(4-Cinnamoylphenoxy)hexyl 4-O-[3-O-(alpha-D-galactopyranosyl)-beta-D-galactopyranosyl]-beta-D-glucopyranoside [C@H]1([C@H](O)[C@@H](O)[C@@H](O)[C@H](O1)CO)O[C@@H]1[C@H]([C@@H](O[C@@H]([C@@H]1O)CO)O[C@H]1[C@@H]([C@H]([C@H](OCCCCCCOC2=CC=C(C=C2)C(C=CC2=CC=CC=C2)=O)O[C@@H]1CO)O)O)O